(S)-6-(8-chloro-4-methyl-2-((2-methylenetetrahydro-1H-pyrrolizin-7a(5H)-yl)methoxy)-5,6-dihydro-4H-[1,4]oxazepino[5,6,7-de]quinazolin-9-yl)-4-methyl-5-(trifluoromethyl)pyridin-2-amine ClC1=C2C=3C(=NC(=NC3C=C1C1=C(C(=CC(=N1)N)C)C(F)(F)F)OC[C@]13CCCN3CC(C1)=C)N(CCO2)C